6-(4-amino-3-fluorophenoxy)-5-cyclopropylpyrimidin-4-amine NC1=C(C=C(OC2=C(C(=NC=N2)N)C2CC2)C=C1)F